(4-((7-(dimethylamino)-[1,2,4]triazolo[1,5-a]pyrimidin-6-yl)methyl)phenyl)(imino)(methyl)-λ6-sulfanone CN(C1=C(C=NC=2N1N=CN2)CC2=CC=C(C=C2)S(=O)(C)=N)C